TRIMETHYLAMMONIUM CHLORIDE [Cl-].C[NH+](C)C